[Cs].CC1=CC=CC=C1 toluene, Cesium salt